C1(CC1)N1N=C(C=C1)C1OCCCC1 1-cyclopropyl-3-(tetrahydro-2H-pyran-2-yl)-1H-pyrazole